C(#N)C=1C=NN2C1C(=CC(=C2)OCC)C=2C=CC(=NC2)N2CCC(CC2)(CN2CCN(CC2)CC)NC(OC(C)C)=O Isopropyl (1-(5-(3-cyano-6-ethoxypyrazolo[1,5-a]pyridin-4-yl)pyridin-2-yl)-4-((4-ethylpiperazin-1-yl)methyl)piperidin-4-yl)carbamate